The molecule is the S-enantiomer of 2-hydroxypalmitate. It is a conjugate base of a (S)-2-hydroxyhexadecanoic acid. It is an enantiomer of a (R)-2-hydroxyhexadecanoate. CCCCCCCCCCCCCC[C@@H](C(=O)[O-])O